ClC1=NC=C(C(=C1)C1=C(C=NC(=C1)C)C(=O)NC=1SC2=C(N1)CN(C2)C(=O)C=2N=NC(=CC2)OC(F)F)OC 2'-chloro-N-(5-(6-(difluoro-methoxy)pyridazine-3-carbonyl)-5,6-dihydro-4H-pyrrolo[3,4-d]thiazol-2-yl)-5'-methoxy-6-methyl-[4,4'-bipyridine]-3-carboxamide